NC(C(=O)O)CSC1=CC=C(C=C1)N 2-amino-3-[(4-aminophenyl)sulfanyl]propanoic acid